N=N iminoamine